O=C1N(CCC(N1)=O)C=1C=NC=CC1CN1CCN(CC1)C1CCN(CC1)C1=CC=C(C(=O)NC2=CC(=C(C=C2)C)NC2=NC=CC(=N2)C=2C=NC=CC2)C=C1 4-(4-(4-((3-(2,4-dioxotetrahydropyrimidin-1(2H)-yl)pyridin-4-yl)methyl)piperazin-1-yl)piperidin-1-yl)-N-(4-methyl-3-((4-(pyridin-3-yl)pyrimidin-2-yl)amino)phenyl)benzamide